1,5-Dichloropentan ClCCCCCCl